(2S,4R)-tert-butyl-hydroxy-2-(6-methoxybenzo[d]thiazol-2-yl)pyrrolidine-1-carboxylate C(C)(C)(C)C1[C@@](N(CC1)C(=O)[O-])(C=1SC2=C(N1)C=CC(=C2)OC)O